(2S,3R)-3-((2-amino-6-methylpyridin-4-yl)methyl)-N2-(1-methyl-1H-imidazol-4-yl)-N1-((R)-1-cyclohexylpropyl)-N2-methyl-4-oxoazetidine-1,2-dicarboxamide NC1=NC(=CC(=C1)C[C@@H]1[C@H](N(C1=O)C(=O)N[C@H](CC)C1CCCCC1)C(=O)N(C)C=1N=CN(C1)C)C